C(C)(C)(C)C=1C=C(C=C(C1O)C)CCCOP1OC2=C(C3=C(O1)C(=CC(=C3)C(C)(C)C)C(C)(C)C)C=C(C=C2C(C)(C)C)C(C)(C)C 6-[3-(3-t-butyl-4-hydroxy-5-methylphenyl)propoxy]-2,4,8,10-tetra-tert-butyldibenzo[d,f][1,3,2]dioxaphosphepin